C(C)(C)(C)OC(CC[C@@H](C(N)=O)N1CC2=CC=C(C=C2C1=O)N1CC2(C1)CCN(CC2)C(=O)OC(C)(C)C)=O tert-butyl 2-[2-[(1S)-4-(tert-butoxy)-1-carbamoyl-4-oxobutyl]-3-oxo-1H-isoindol-5-yl]-2,7-diazaspiro[3.5]nonane-7-carboxylate